5-oxo-2H-1,2,4-oxadiazole-3-carboxamide O=C1N=C(NO1)C(=O)N